t-butyl-p-Benzoquinone C(C)(C)(C)C=1C(C=CC(C1)=O)=O